N-(14-bromo-2,3,5,6,8,9-hexahydronaphtho[2,3-b][1,4,7,10]tetraoxacyclododecin-13-yl)-1,1-diphenylmethanimine BrC=1C(=CC2=CC3=C(OCCOCCOCCO3)C=C2C1)N=C(C1=CC=CC=C1)C1=CC=CC=C1